ClC=1C=C(C=CC1OCC1=CC=C(C=C1)C(F)(F)F)N1C(N(C2=C1C=NC=C2)C=2C=C(C=CC2)NC(C=C)=O)=O N-(3-(3-(3-chloro-4-((4-(trifluoromethyl)benzyl)oxy)phenyl)-2-oxo-2,3-dihydro-1H-imidazo[4,5-c]pyridin-1-yl)phenyl)acrylamide